CN(CCCOC1=CC=NC=C1)C N,N-dimethyl-3-(pyridin-4-yloxy)propan-1-amine